(S)-1-(1-(benzo[D][1,3]dioxol-5-yl)ethyl)piperazine O1COC2=C1C=CC(=C2)[C@H](C)N2CCNCC2